2-methylpropan-2-yl 4-[5-amino-6-(2-chloro-5-fluorophenyl)-6-hydroxy-2-methyl-8-oxo-7,8-dihydro-6H-pyrrolo[4,3-g]indazol-3-yl]hexahydropyridine-1-carboxylate NC1=CC2=C(N(N=C2C2=C1C(NC2=O)(O)C2=C(C=CC(=C2)F)Cl)C)C2CCN(CC2)C(=O)OC(C)(C)C